dipentaerythritol hydroxyvalerate OC(C(=O)OCC(CO)(COCC(CO)(CO)CO)CO)CCC